3-(3-butyne-1-yl)-3H-diazol-3-ethanol C(CC#C)C1(N=NC=C1)CCO